Cl.N1CC(C1)C#CC=1C=C2CN(C(C2=CC1)=O)C1C(NC(CC1)=O)=O 3-(5-(azetidin-3-ylethynyl)-1-oxoisoindolin-2-yl)piperidine-2,6-dione hydrochloride